C1=CC=CC=2C3=CC=CC=C3C(C12)COC(=O)N([C@H](C(=O)O)CC=1N=CSC1)C (2S)-2-[9H-fluoren-9-ylmethoxycarbonyl(methyl)amino]-3-thiazol-4-yl-propanoic acid